C(C)OC1=CC=C(C=N1)C1=CN=CC(=N1)C(=O)N/N=C/C1=C(N=CO1)C.[O].[Nb].[Fe] iron-niobium oxygen (E)-6-(6-ethoxypyridin-3-yl)-N'-((4-methyloxazol-5-yl)methylene)pyrazine-2-carbohydrazide